(s)-3-(2,3-bis(2-(1-hydroxy-1,3-dihydrobenzo[c][1,2]oxaborol-7-yl)acetamido)propanamido)propanoic acid OB1OCC2=C1C(=CC=C2)CC(=O)N[C@H](C(=O)NCCC(=O)O)CNC(CC2=CC=CC1=C2B(OC1)O)=O